C(C1=CC=CC=C1)[C@]1(CCC=2N(C3=CC=CC=C3C2C1)S(=O)(=O)C)C#N (S)-3-Benzyl-9-(Methylsulfonyl)-2,3,4,9-tetrahydro-1H-carbazole-3-carbonitrile